ClC1=CC(=C(COC2=NC=CC(=N2)C2=CC(=C(CC3=NC4=C(N3CC3(CC3)CC#N)C=C(C=C4)C(=O)OC)C=C2F)F)C=C1)OC Methyl 2-(4-(2-((4-chloro-2-methoxybenzyl)oxy)pyrimidin-4-yl)-2,5-difluorobenzyl)-1-((1-(cyanomethyl)cyclopropyl)methyl)-1H-benzo[d]imidazole-6-carboxylate